[N+](=O)([O-])C1=CC=C(C=C1)N1CCC(CC1)C1CCN(CC1)C(=O)OC(C)(C)C tert-butyl 4-[1-(4-nitrophenyl)-4-piperidyl]piperidine-1-carboxylate